5-fluoro-N6-methyl-N4-[[4-(methylsulfonylmethyl)phenyl]methyl]-N6-[(3-pyrazol-1-ylphenyl)methyl]pyrimidine-4,6-diamine FC=1C(=NC=NC1N(CC1=CC(=CC=C1)N1N=CC=C1)C)NCC1=CC=C(C=C1)CS(=O)(=O)C